ClC=1C=C(C(=O)O)C=C(C1)OC 3-chloro-5-methoxybenzoic acid